C(#N)C1=C2C=C(N=C(C2=CC=C1)C(=O)N[C@@H]1CC[C@H](CC1)NC(OC(C)(C)C)=O)N1C=NC=C1 tert-butyl N-[(trans)-4-[5-cyano-3-(imidazol-1-yl)isoquinoline-1-amido]cyclohexyl]carbamate